1-(6-(4,4,4-trifluorobutyl)-3-(4-(trifluoromethyl)phenyl)pyrazin-2-yl)piperidine-4-carboxylic acid FC(CCCC1=CN=C(C(=N1)N1CCC(CC1)C(=O)O)C1=CC=C(C=C1)C(F)(F)F)(F)F